N-tert-butyl-1-[8-(6-cyclopropoxypyridazin-4-yl)-6H-isochromeno[3,4-b]pyridin-3-yl]pyrrolidin-3-amine C(C)(C)(C)NC1CN(CC1)C1=CC=C2C(=N1)OCC=1C=C(C=CC12)C1=CN=NC(=C1)OC1CC1